tert-Butyl ((S)-1-(6-chloro-7-((S)-2-methoxy ((S)-2-oxo-4-(trifluoromethyl)imidazolidin-1-yl)ethyl)imidazo[1,2-b]pyridazin-2-yl)-4,4,4-trifluoro-3,3-dimethylbutyl)carbamate ClC=1C(=CC=2N(N1)C=C(N2)[C@H](CC(C(F)(F)F)(C)C)NC(OC(C)(C)C)=O)C[C@H](OC)N2C(N[C@@H](C2)C(F)(F)F)=O